OC=1C(=C(C(OC1)(O)O)O)C(=O)OC methyl tetrahydroxy-2H-pyran-4-carboxylate